7-fluoro-4-methyl-1H-benzo[d]imidazole-2-carboxylic acid FC1=CC=C(C2=C1NC(=N2)C(=O)O)C